FC(C(C(C(F)(F)F)(F)F)(F)F)(S(=O)(=O)[O-])F.[Li+] lithium perfluoro-butylsulfonate